Cl.NCC#CC1=C(C(=O)OC)C=CC(=C1)NC(C[C@H]1C=2N(C3=C(C(=N1)C1=CC=C(C=C1)Cl)C(=C(S3)C)C)C(=NN2)C)=O methyl (S)-2-(3-aminoprop-1-yn-1-yl)-4-(2-(4-(4-chlorophenyl)-2,3,9-trimethyl-6H-thieno[3,2-f][1,2,4]triazolo[4,3-a][1,4]diazepin-6-yl)acetamido)benzoate hydrochloride